COC(NC1=C(C=CC=C1)C=1C(=CC2=C(N(C(N=C2N2[C@H](CN([C@@H](C2)C)C(C=C)=O)C)=O)C=2C(=NC=CC2C)C(C)C)N1)Cl)=O (M)-Methyl-N-[2-[6-chloro-4-[(2S,5R)-2,5-dimethyl-4-prop-2-enoyl-piperazin-1-yl]-1-(2-isopropyl-4-methyl-3-pyridyl)-2-oxo-pyrido[2,3-d]pyrimidin-7-yl]phenyl]carbamate